1-[6-(3-hydroxycinnolin-7-yl)-2-azaspiro[3.3]heptan-2-yl]ethanone OC=1N=NC2=CC(=CC=C2C1)C1CC2(CN(C2)C(C)=O)C1